BrC=1C(=NN(C1)C)C1=NC=C(C=C1)OC(F)(F)F 2-(4-bromo-1-methyl-1H-pyrazol-3-yl)-5-(trifluoromethoxy)pyridine